(S)-N-(1-(6-ethynyl-1-methyl-5-oxo-4-phenyl-1,2,4,5-tetrahydropyrrolo[4,3,2-de]isoquinolin-3-yl)ethyl)-2-(sulfamoylamino)pyrazolo[1,5-a]pyrimidine-3-carboxamide C(#C)C1=CC=C2C=3C(=C(N(C(C13)=O)C1=CC=CC=C1)[C@H](C)NC(=O)C=1C(=NN3C1N=CC=C3)NS(N)(=O)=O)CN2C